FC=1C=CC=C(C1F)C1=NN(C(=C1O)C)C 3-(5,6-difluorophenyl)-1,5-dimethyl-pyrazol-4-ol